4-((5-Chloro-4-((2-(isopropylsulfonyl)phenyl)amino)pyrimidin-2-yl)amino)-5-methoxy-2-methylbenzaldehyde ClC=1C(=NC(=NC1)NC1=CC(=C(C=O)C=C1OC)C)NC1=C(C=CC=C1)S(=O)(=O)C(C)C